ClC1=CC(=NC=C1)NN (4-chloro-2-pyridyl)hydrazine